(S)-3-(5-(4-(dimethoxymethyl)piperidin-1-yl)-4-fluoro-1-oxoisoindolin-2-yl)piperidine-2,6-dione COC(C1CCN(CC1)C=1C(=C2CN(C(C2=CC1)=O)[C@@H]1C(NC(CC1)=O)=O)F)OC